[Br-].NC(CC)C=1N(C(=NC1)C)C 1-aminopropyl-2,3-dimethyl-imidazole bromide salt